ClC1=C(CN(C2=CC(OC2)=O)CC2CC2)C=CC=C1 4-[(2-Chlorobenzyl)-(cyclopropylmethyl)-amino]-furan-2(5H)-one